[NH4+].C(CS)(=O)[O-] thioglycolic acid ammonium salt